(9R,13S)-13-amino-3-(difluoromethyl)-9-methyl-8-oxo-3,4,7-triazatricyclo[12.3.1.02,6]Octadeca-1(18),2(6),4,14,16-pentaene-17-carbonitrile N[C@H]1CCC[C@H](C(NC=2C=NN(C2C=2C(=CC=C1C2)C#N)C(F)F)=O)C